(6-cyano-1-cyclopropylmethyl-4-fluoro-1H-indol-2-yl)-3,3-dimethylbutyramide C(#N)C1=CC(=C2C=C(N(C2=C1)CC1CC1)C(C(=O)N)C(C)(C)C)F